6-allyl-N-(1,2,3,4-tetrahydroisoquinolin-6-yl)-6H-pyrido[2,3-c]pyrimido[4,5-e][1,2]thiazin-2-amine C(C=C)N1SC2=C(C3=C1N=CC=C3)N=C(N=C2)NC=2C=C3CCNCC3=CC2